5-benzyl-N-(4-(5-((3-methoxypropyl)thio)-2-methylphenyl)pyridin-2-yl)-4H-1,2,4-triazole-3-carboxamide C(C1=CC=CC=C1)C=1NC(=NN1)C(=O)NC1=NC=CC(=C1)C1=C(C=CC(=C1)SCCCOC)C